COC(CCCCC1C2CC(CC2CC1)=O)CC 6-(5-methoxy-1-heptyl)-bicyclo(3.3.0)octan-3-one